2-(5-cyclopropyl-4-(ethylthio)-1H-pyrazol-3-yl)-3-methyl-6-(trifluoromethyl)-3H-imidazo[4,5-c]pyridine C1(CC1)C1=C(C(=NN1)C1=NC2=C(C=NC(=C2)C(F)(F)F)N1C)SCC